((3,5-dichloro-4-((6-chloro-5-isopropylpyridazin-3-yl) methyl) phenoxy) methyl) diethyl phosphate P(=O)(OCOC1=CC(=C(C(=C1)Cl)CC=1N=NC(=C(C1)C(C)C)Cl)Cl)(OCC)OCC